tert-butyl 2-(3-fluoro-4-(7-((3-(4-fluoropiperidin-1-yl)propyl)carbamoyl)benzo[d]imidazo[2,1-b]thiazol-2-yl)phenyl)-4-oxopyrrolidine-1-carboxylate FC=1C=C(C=CC1C=1N=C2SC3=C(N2C1)C=CC(=C3)C(NCCCN3CCC(CC3)F)=O)C3N(CC(C3)=O)C(=O)OC(C)(C)C